2-[9-benzyloxy-5-(4-fluorophenyl)-4,4-dimethyl-spiro[3H-pyrano[4,3-b]indole-1,4'-piperidine]-1'-yl]oxazole-4-carboxylic acid C(C1=CC=CC=C1)OC=1C=2C3=C(N(C2C=CC1)C1=CC=C(C=C1)F)C(COC31CCN(CC1)C=1OC=C(N1)C(=O)O)(C)C